C(CCCCCCCCCCCCCCC(C)C)(=O)O.C(CCCCCCC\C=C/CCCCCCCC)(=O)OCCCCCCCCCCCCCCCC(C)C isostearyl oleate isostearate